Benzenesulfonyl-amine hydrochloride Cl.C1(=CC=CC=C1)S(=O)(=O)N